1,1,3,3,3-pentafluoro-2-trifluoromethylpropylmethyl ether FC(C(C(F)(F)F)C(F)(F)F)(F)COCC(C(C(F)(F)F)C(F)(F)F)(F)F